3-(6,7-difluoro-1-(pyridazin-3-ylmethyl)-benzimidazol-2-yl)-4-methyl-1,2,5-oxadiazole FC=1C=CC2=C(N(C(=N2)C2=NON=C2C)CC=2N=NC=CC2)C1F